N[C@@H](CCSC)C(=O)Cl methionyl chloride